TRIMETHYLAMMONIUM C[NH+](C)C